ClC1=CC=C(C=C1)NC1=C(N=C2N1C=CN=C2)C2=CC(=C(C=C2)OC)OC N-(4-chlorophenyl)-2-(3,4-dimethoxy-phenyl)imidazo[1,2-a]pyrazin-3-amine